N1C=CC=2C(NC=3C=CC=CC3C21)=O 1,5-dihydro-4H-pyrrolo[3,2-c]quinoline-4-one